N-[3-(3-Methoxypiperidin-1-yl)-2,2-dimethylpropyl]-4H,5H,6H,7H,8H,9H-cycloocta[b]thiophene-2-carboxamide COC1CN(CCC1)CC(CNC(=O)C1=CC2=C(S1)CCCCCC2)(C)C